tert-butyl 4-[2-[3-[2-(6-methyl-7-oxo-1H-pyrrolo[2,3-c]pyridin-4-yl)-4-(methylsulfonylmethyl)phenoxy]phenoxy]ethoxy]piperidine-1-carboxylate CN1C(C2=C(C(=C1)C1=C(OC=3C=C(OCCOC4CCN(CC4)C(=O)OC(C)(C)C)C=CC3)C=CC(=C1)CS(=O)(=O)C)C=CN2)=O